7-(3-methoxynaphthalen-1-yl)-4-(piperazin-1-yl)-5,6,7,8-tetrahydropyrido[3,4-d]pyrimidine COC=1C=C(C2=CC=CC=C2C1)N1CC=2N=CN=C(C2CC1)N1CCNCC1